Methyl (E)-5-bromo-6-(((dimethylamino)methylene)amino)picolinate BrC=1C=CC(=NC1/N=C/N(C)C)C(=O)OC